tris(3-hydroxypropyltriazolylmethyl)amine, disodium salt [Na].[Na].OCCCC(C=1N=NNC1)N(C(CCCO)C=1N=NNC1)C(CCCO)C=1N=NNC1